tetrahydrofuran-3,4-diyl (2E,2'E)-bis(3-(3-acetyl-4-methylphenyl) acrylate) C(C)(=O)C=1C=C(C=CC1C)/C=C/C(=O)OC1COCC1OC(C=CC1=CC(=C(C=C1)C)C(C)=O)=O